1-((2S,4R)-4-((4-(3-aminoprop-1-yn-1-yl)phenyl)amino)-2-methyl-6-(1-methyl-1H-pyrazol-5-yl)-3,4-dihydroquinolin-1(2H)-yl)ethan-1-one NCC#CC1=CC=C(C=C1)N[C@@H]1C[C@@H](N(C2=CC=C(C=C12)C1=CC=NN1C)C(C)=O)C